4-(4-hydroxyphenyl)-N,N-dimethylbenzamide OC1=CC=C(C=C1)C1=CC=C(C(=O)N(C)C)C=C1